4-(5-fluoro-2-methoxy-4-pyridyl)benzoic acid FC=1C(=CC(=NC1)OC)C1=CC=C(C(=O)O)C=C1